FC=1C=C(C=CC1)CNC1=CC=2N(C(=C1)C1=CC=C(C#N)C=C1)N=CN2 4-(7-{[(3-fluorophenyl)methyl]amino}-[1,2,4]triazolo[1,5-a]pyridin-5-yl)benzonitrile